2-(4-Chloro-2-methoxy-6-methyl-phenyl)-6-fluoro-1-methyl-4-oxido-imidazo[4,5-b]pyridin-4-ium ClC1=CC(=C(C(=C1)C)C=1N(C=2C(=[N+](C=C(C2)F)[O-])N1)C)OC